OC(C)(C)C=1C=C(SC1)[S@@](=O)(N)=NC(NC1=C2C(CCC2=CC=2CCCC12)=O)=O |o1:9| (R) or (S)-4-(2-hydroxypropan-2-yl)-N'-((3-oxo-1,2,3,5,6,7-hexahydro-s-indacen-4-yl)carbamoyl)thiophene-2-sulfonimidamide